ClC1=NC=C(C(=O)NOC)C(=C1)NC1=C(C=C(C=C1)C(F)(F)F)N(S(=O)(=O)C)C 6-chloro-N-methoxy-4-((2-(N-methylmethanesulfonamido)-4-(trifluoromethyl)phenyl)amino)nicotinamide